C1CCC2=NN=NN2CC1 1,5-Pentamethylenetetrazole